4-(4-Hydroxyphenyl)-2-imidazolidinone OC1=CC=C(C=C1)C1NC(NC1)=O